3-{[([2,3'-bipyridin]-5-yl)amino]methyl}-N-[(1S,2S)-2-hydroxycyclohexyl]-4-methylbenzamide N1=C(C=CC(=C1)NCC=1C=C(C(=O)N[C@@H]2[C@H](CCCC2)O)C=CC1C)C=1C=NC=CC1